Cl.Cl.C12CN(CC(N1)C2)C2=CC=C(C=N2)C=2C=1N(C=C(C2)OCC2=CC=CC=C2)N=CC1C#N 4-(6-(3,6-diazabicyclo[3.1.1]heptan-3-yl)pyridin-3-yl)-6-(benzyloxy)pyrazolo[1,5-a]pyridine-3-carbonitrile dihydrochloride